bis(4-chlorobenzoyl)decanediamine ClC1=CC=C(C(=O)C(C(N)(N)C(C2=CC=C(C=C2)Cl)=O)CCCCCCCC)C=C1